5-(2-(ethylamino)-7H-pyrrolo[2,3-d]pyrimidin-5-yl)-N-(1-methylpiperidin-4-yl)pyrazolo[1,5-a]pyridine-3-carboxamide C(C)NC=1N=CC2=C(N1)NC=C2C2=CC=1N(C=C2)N=CC1C(=O)NC1CCN(CC1)C